FC1=C(C(=O)NC=2C=CC(=NC2)C=2N=NN(C2NC(O[C@H](C)C=2C(=NC=C(C2)F)F)=O)C)C=CN=C1C(F)(F)F (R)-1-(2,5-difluoropyridin-3-yl)ethyl (4-(5-(3-fluoro-2-(trifluoromethyl)isonicotinamido)pyridin-2-yl)-1-methyl-1H-1,2,3-triazol-5-yl)carbamate